The molecule is a diterpenoid isolated from Sesquicillium candelabrum and has been shown to act as a blocker of the voltage-gated potassium channel Kv1.3. It has a role as a metabolite and a potassium channel blocker. It is a cyclic ether, a diterpenoid, an organic heterotricyclic compound, a tertiary alcohol, a member of 4-pyranones and a ketene acetal. CC1=C(OC(=C(C1=O)C[C@@H]2C(=C)CC[C@@H]3[C@@]2(CC[C@@H]4[C@]3(CC[C@@H](O4)C(C)(C)O)C)C)OC)C